N-(2,6-dichloro-3-cyanobenzoyl)-O-((1r,3r)-3-(2-(5,6,7,8-tetrahydro-1,8-naphthyridin-2-yl)ethyl)cyclobutyl)-L-homoserine ClC1=C(C(=O)N[C@@H](CCOC2CC(C2)CCC2=NC=3NCCCC3C=C2)C(=O)O)C(=CC=C1C#N)Cl